6-chloro-3-hydroxy-2,3-dihydrobenzo[b]thiophene-7-carbonitrile ClC=1C=CC2=C(SCC2O)C1C#N